3-(2-(pyridin-4-yl)ethyl)quinazolin-4(3H)-one N1=CC=C(C=C1)CCN1C=NC2=CC=CC=C2C1=O